C(C1=CC=CC=C1)N1N=C(C=CC1=O)\C=C\C1=CC(=C(C=C1)OC(F)F)OCC1CC1 (E)-2-benzyl-6-(3-(cyclopropylmethoxy)-4-(difluoromethoxy)styryl)pyridazin-3(2H)-one